N[C@H]1C[C@H](CC1)C(=O)O (1s,3r)-3-aminocyclopentanic acid